C(=O)O.NC1=C(C(N(C(=N1)N1CCC2([C@@H]([C@@H](OC2)C)N)CC1)C)=O)SC1=C(C=2N(C=C1)N=CC2)Cl 6-Amino-2-((3S,4S)-4-amino-3-methyl-2-oxa-8-azaspiro[4.5]decan-8-yl)-5-((4-chloropyrazolo[1,5-a]pyridin-5-yl)thio)-3-methylpyrimidin-4(3H)-one formate salt